NC=1C(=C2C(=NC1C(=O)N)N(C=N2)C)C2=C(C(=CC=C2C)O)C 6-amino-7-(3-hydroxy-2,6-dimethylphenyl)-3-methyl-3H-imidazo[4,5-b]pyridine-5-carboxamide